BrC1=CC2=C(OC=C2COC2=C(C=CC=C2)CC(=O)OCC)C2=C1OC(=C2)C ethyl 2-(2-((5-bromo-7-methylbenzo[1,2-b:3,4-b']difuran-3-yl)methoxy)phenyl)acetate